[N+](=[N-])=CC(CC[C@@H](C(=O)OC(C)C)NC([C@@H]([C@@H](C)OC)C)=O)=O isopropyl (S)-6-diazo-2-((2R,3R)-3-methoxy-2-methylbutanamido)-5-oxohexanoate